Tert-Butyl N-[2-[2-(2-azidoethoxy)ethoxy]ethyl]carbamate N(=[N+]=[N-])CCOCCOCCNC(OC(C)(C)C)=O